N-{1-azabicyclo[2.2.2]octan-3-yl}-N-methyl-2-(1-phenyl-1H-pyrazol-4-yl)-1,3-thiazole-4-carboxamide N12CC(C(CC1)CC2)N(C(=O)C=2N=C(SC2)C=2C=NN(C2)C2=CC=CC=C2)C